1-(4-((2,6-dioxopiperidin-3-yl)oxy)-3-fluorophenyl)piperidine-4-carbaldehyde O=C1NC(CCC1OC1=C(C=C(C=C1)N1CCC(CC1)C=O)F)=O